C(C)(C)(C)OC(=O)N1CC(C(CC1)NC)C 3-Methyl-4-(methylamino)piperidine-1-carboxylic acid tert-butyl ester